CC=1C(C2=CC=CC(=C2C1)C1=CC=C(C=C1)C(C)(C)C)[Si](C)(CCCCCCOC(C)(C)C)C1C(=CC2=C(C=CC=C12)C1=CC=C(C=C1)C(C)(C)C)C bis(2-methyl-4-(4-tert-butylphenyl)indenyl)(6-tert-butoxyhexyl)(methyl)silane